C(C1=CC=CC=C1)NC(N(C1=NC=C(C=C1)C=1C=NN(C1)C)[C@@H]1CC[C@H](CC1)NC1=NC=C(C(=N1)NCC(CO)(C)C)C#N)=O 3-benzyl-1-(trans-4-((5-cyano-4-((3-hydroxy-2,2-dimethylpropyl)amino)pyrimidin-2-yl)amino)cyclohexyl)-1-(5-(1-methyl-1H-pyrazol-4-yl)pyridin-2-yl)urea